di-n-butyl (di-t-butylmethylene)malonate C(C)(C)(C)C(C(C)(C)C)=C(C(=O)OCCCC)C(=O)OCCCC